F\C(\C(=O)O)=C/OC1=CC2=C(N(CC(CS2(=O)=O)(CCC)C)C2=CC=CC=C2)C=C1SC (Z)-2-fluoro-3-((3-methyl-7-(methylthio)-1,1-dioxido-5-phenyl-3-propyl-2,3,4,5-tetrahydro-1,5-benzothiaazepin-8-yl)oxy)acrylic acid